Methyl 6-chloro-3-[[(1R)-1-[3,6-dimethyl-4-oxo-2-(1H-pyrrolo[2,3-b]pyridin-2-yl)chromen-8-yl]ethyl]amino]pyridine-2-carboxylate ClC1=CC=C(C(=N1)C(=O)OC)N[C@H](C)C=1C=C(C=C2C(C(=C(OC12)C1=CC=2C(=NC=CC2)N1)C)=O)C